1-(2-aminoethyl)-piperidine NCCN1CCCCC1